ClC1=C(C=C(C=C1)C1(CNC1)NS(=O)(=O)C1=CC=C(C=C1)OC(F)(F)F)F N-(3-(4-chloro-3-fluorophenyl)azetidin-3-yl)-4-(trifluoromethoxy)benzenesulfonamide